(R)-N-((S)-1-(4-(3,3-dimethyl-2-oxoindolin-1-yl)piperidin-1-yl)-1-oxo-4-phenylbutan-2-yl)piperidine-3-carboxamide phosphoric acid salt P(O)(O)(O)=O.CC1(C(N(C2=CC=CC=C12)C1CCN(CC1)C([C@H](CCC1=CC=CC=C1)NC(=O)[C@H]1CNCCC1)=O)=O)C